O=C(CCCCCCCNC(C=CC=1C=NC=CC1)=O)NNCCC N-(8-oxo-8-(2-propylhydrazino)octyl)-3-(pyridin-3-yl)acrylamide